C(C)(C)(C)S(=O)(=O)N1CC(CC1(C)C)N1CCCC2=CC(=CC=C12)Cl 1-(1-(tert-butylsulfonyl)-5,5-dimethylpyrrolidin-3-yl)-6-chloro-1,2,3,4-tetrahydroquinoline